C(=O)O.COC1=NC=CC=C1CC(=O)N(C)C 2-methoxypyridin-3-yl-N,N-dimethylacetamide formate